5-(4-(5-fluoro-1-methyl-1H-pyrrolo[2,3-b]pyridin-3-yl)-3,6-dihydropyridin-1(2H)-yl)-2-morpholinobenzo[d]oxazole FC=1C=C2C(=NC1)N(C=C2C=2CCN(CC2)C=2C=CC1=C(N=C(O1)N1CCOCC1)C2)C